(3-(4-amino-7-(tert-butyl)-7H-pyrrolo[2,3-d]pyrimidin-5-yl)-5-cyclopropylisoxazol-4-yl)boronic acid NC=1C2=C(N=CN1)N(C=C2C2=NOC(=C2B(O)O)C2CC2)C(C)(C)C